3-(2-bromo-5-chloro-phenyl)propoxy-tert-butyl-dimethyl-silane BrC1=C(C=C(C=C1)Cl)CCCO[Si](C)(C)C(C)(C)C